(1-Benzylpiperidin-4-yl)-N-(2,4,6-trimethylphenyl)propanamide C(C1=CC=CC=C1)N1CCC(CC1)C(C(=O)NC1=C(C=C(C=C1C)C)C)C